N-(3-{6-oxo-4-[6-(2-propoxyethoxy)pyridin-3-yl]-1,6-dihydropyrimidin-2-yl}-4-(trifluoromethyl)benzyl)butanamide O=C1C=C(N=C(N1)C=1C=C(CNC(CCC)=O)C=CC1C(F)(F)F)C=1C=NC(=CC1)OCCOCCC